1-(((5S,7R)-3-(5-cyclopropylpyrazin-2-yl)-7-hydroxy-2-oxo-1-oxa-3-azaspiro[4.5]decan-7-yl)methyl)-1H-benzo[d]imidazole-6-carbonitrile C1(CC1)C=1N=CC(=NC1)N1C(O[C@]2(C1)C[C@@](CCC2)(O)CN2C=NC1=C2C=C(C=C1)C#N)=O